C(C(=C)C)(=O)OC1C2C=C(C(C1O)C2)C(=O)[O-] 5-methacryloyloxy-6-hydroxynorbornene-2-carboxylate